ClC=1C=CC(=C(C1)C1=C(N=CN1)C=1N=C2C=C(C=NC2=CC1)N1CCC(CC1)NC)F 1-[6-[5-(5-chloro-2-fluoro-phenyl)-1H-imidazol-4-yl]-1,5-naphthyridin-3-yl]-N-methyl-piperidin-4-amine